F[C@]1([C@@H](O[C@@H]([C@H]1O)CO)N1C(=O)NC(=O)C=C1)C deoxy-2'-fluoro-2'-C-methyluridine